O=C1NC2(C(N1)=O)C(CCC2)CNC(=O)C2=CC=C(C=C2)C2=CC=CC=C2 N-((2,4-dioxo-1,3-diazaspiro[4.4]nonane-6-yl)methyl)-[1,1'-biphenyl]-4-carboxamide